2-[3-(3,3-difluoroazetidin-1-yl)sulfonylphenyl]ethynyl-triisopropyl-silane FC1(CN(C1)S(=O)(=O)C=1C=C(C=CC1)C#C[Si](C(C)C)(C(C)C)C(C)C)F